1-(6-bromo-2-methoxyquinolin-3-yl)-2-(2,6-dimethoxypyridin-4-yl)-4-(dimethylamino)-1-(2,3,6-trimethoxypyridin-4-yl)butan-2-ol BrC=1C=C2C=C(C(=NC2=CC1)OC)C(C(CCN(C)C)(O)C1=CC(=NC(=C1)OC)OC)C1=C(C(=NC(=C1)OC)OC)OC